1,3-di-tert-butoxy-2,2-bis(tert-butoxymethyl)propane C(C)(C)(C)OCC(COC(C)(C)C)(COC(C)(C)C)COC(C)(C)C